N1N=CC2=C(C=CC=C12)C=1N2C(=NN1)C[C@H](C2)C2=C(C=CC(=C2Cl)Cl)O (S)-2-(3-(1H-indazol-4-yl)-6,7-dihydro-5H-pyrrolo[2,1-c][1,2,4]triazol-6-yl)-3,4-dichlorophenol